C(C)(C)(C)C=1N=C(SC1)C(=O)N 4-(tert-butyl)thiazole-2-carboxamide